FC1=CC=C(C=C1)C(C(=CC(=O)O)C)=O 4-(4-fluorophenyl)-3-methyl-4-oxobut-2-enoic acid